6-(8-hydroxydecyloxy)naphthalene-2-carboxylic acid OC(CCCCCCCOC=1C=C2C=CC(=CC2=CC1)C(=O)O)CC